C(CCCCCCCCCCCCCCCCCCCCCCCCCCCCCCCCCCCCCCC)(=O)OCCCCCCCCCCCCCCCCCCCCCCCCCCCCCCCC dotriacontan-1-yl tetracontanoate